NC(C)C1=NN2C(C=C(C=C2N2C(N(C(C2)=O)C)=O)C)=C1 1-(2-(1-aminoethyl)-5-methylpyrazolo[1,5-a]pyridin-7-yl)-3-methylimidazolidine-2,4-dione